copper-silver [Ag].[Cu]